BrC1=CC(=CC(=C1)OC(C(F)(F)F)(C)C)F 1-bromo-3-fluoro-5-((1,1,1-trifluoro-2-methylpropan-2-yl)oxy)benzene